4-methylphenyl 3,3-dimethyl-butyl ether CC(CCOC1=CC=C(C=C1)C)(C)C